(4S)-1-(2-aminoethyl)-4-(2,3-dichloro-6-hydroxyphenyl)pyrrolidin-2-one NCCN1C(C[C@H](C1)C1=C(C(=CC=C1O)Cl)Cl)=O